(1S,5R)-3-(6-methylpyridazin-3-yl)-6-[(pyridin-2-yl)methyl]-3,6-diazabicyclo[3.2.2]nonan-7-one CC1=CC=C(N=N1)N1C[C@H]2C(N([C@@H](C1)CC2)CC2=NC=CC=C2)=O